C(C)(C)N1N=C(C=2C1=NC=NC2N)C2=CC(=C(C(=C2)OC)OC)OC 1-isopropyl-3-(3,4,5-trimethoxyphenyl)-1H-pyrazolo[3,4-d]pyrimidin-4-amine